C(C)(C)(C)NC(=O)NC=1C=C2CCC(N(C2=CC1)[C@@H](C)C=1C=C(C=CC1)C)=O (S)-1-(tert-butyl)-3-(2-oxo-1-(1-(m-tolyl)ethyl)-1,2,3,4-tetrahydroquinolin-6-yl)urea